CN(CCOCCO[C@H]1[C@@H](O[C@@H]([C@H]1O)CO)N1C(=O)NC(=O)C(=C1)C)C 2'-O-[2-[2-(Dimethylamino)ethoxy]ethyl]-5-methyluridine